FC1=CC=C(C=C1)C1=C(C=C2C=C(C=C(C2=C1)C(C)O)C)C 1-(7-(4-fluorophenyl)-3,6-dimethylnaphthalen-1-yl)ethan-1-ol